butyric acid (3,4-dimethoxy-benzylcarbamoyl)-methyl ester COC=1C=C(CNC(=O)COC(CCC)=O)C=CC1OC